CC1=CC(=NC=C1OC1=CC(=C2C(=N1)N(C=N2)C)NC2=NC=C(C=C2)N2[C@H](COCC2)C)C#N 4-methyl-5-[3-methyl-7-[[5-[(3S)-3-methylmorpholin-4-yl]pyridin-2-yl]amino]imidazo[4,5-b]pyridin-5-yl]oxypyridine-2-carbonitrile